C(#N)C1=CC(=NC(=N1)C)NC1=CC(=NN1)CCC=1C=C(C=CC1C)NC(=O)N1CCC2(CCCC2)CC1 N-(3-(2-(5-((6-cyano-2-methylpyrimidin-4-yl)amino)-1H-pyrazol-3-yl)ethyl)-4-methylphenyl)-8-azaspiro[4.5]decane-8-carboxamide